N[C@H]1CN(CCC1)S(=O)(=O)NC(=O)C=1C(=NC(=CC1)C1=CC(=CC(=C1)OCC(C)C)F)N1C(C[C@@H](C1)C)(C)C N-[[(3R)-3-Amino-1-piperidyl]sulfonyl]-6-(3-fluoro-5-isobutoxyphenyl)-2-[(4S)-2,2,4-trimethylpyrrolidin-1-yl]pyridin-3-carboxamid